5-fluoro-4-[5-(2-pyrrolidin-2-ylethynyl)-3,4-dihydro-2H-quinolin-1-yl]-1-(trideuteriomethyl)quinazolin-2-one FC1=C2C(=NC(N(C2=CC=C1)C([2H])([2H])[2H])=O)N1CCCC2=C(C=CC=C12)C#CC1NCCC1